(3R)-1-(6-(3-(4-(6-(3-azabicyclo[3.1.0]hexan-3-yl)pyrazin-2-yl)-1H-1,2,3-triazol-1-yl)oxetan-3-yl)pyridin-3-yl)-N-(cyclobutylmethyl)piperidin-3-amine C12CN(CC2C1)C1=CN=CC(=N1)C=1N=NN(C1)C1(COC1)C1=CC=C(C=N1)N1C[C@@H](CCC1)NCC1CCC1